(3R)-3-(8-quinolylamino)piperidine-1-carboxylic acid tert-butyl ester C(C)(C)(C)OC(=O)N1C[C@@H](CCC1)NC=1C=CC=C2C=CC=NC12